4-(cyclopropyl(5-(4,4-difluoropiperidine-1-carbonyl)pyrimidin-2-yl)amino)benzonitrile C1(CC1)N(C1=CC=C(C#N)C=C1)C1=NC=C(C=N1)C(=O)N1CCC(CC1)(F)F